OC1=C(C=CC(=C1)C(F)(F)F)C1=NN=C(C(N1C)=O)N[C@H]1CN(CCC1)C (R)-3-(2-hydroxy-4-(trifluoromethyl)phenyl)-4-methyl-6-((1-methylpiperidin-3-yl)amino)-1,2,4-triazin-5(4H)-one